dimethyl 3-methyl-9-oxo-2,4-di(thiazol-4-yl)-7-(pyridin-2-ylmethyl)-3,7-diazabicyclo[3.3.1]Nonane-1,5-dicarboxylate CN1C(C2(CN(CC(C1C=1N=CSC1)(C2=O)C(=O)OC)CC2=NC=CC=C2)C(=O)OC)C=2N=CSC2